1-(1-(3-chlorophenyl)-2-hydroxy-ethyl)-3-(1-(2-(phenyl-amino)-pyridin-4-yl)-1H-pyrazol-4-yl)urea ClC=1C=C(C=CC1)C(CO)NC(=O)NC=1C=NN(C1)C1=CC(=NC=C1)NC1=CC=CC=C1